C(C)(C)(C)OC(=O)N[C@H](C(=O)OCOC=1C2=C(N=C(N1)SCC1=C(C=NC=C1Cl)Cl)CCC2)C(C)C (S)-((2-(((3,5-dichloropyridin-4-yl)methyl)thio)-6,7-dihydro-5H-cyclopenta[d]pyrimidin-4-yl)oxy)methyl 2-((tert-butoxycarbonyl)amino)-3-methylbutanoate